NC1=CC(=NN1CC(=O)N1C[C@@]2(CC1)C1=C(NC(O2)=O)C=CC(=C1F)Cl)C=1N=NC=CC1 (R)-1'-(2-(5-Amino-3-(pyridazin-3-yl)-1H-pyrazol-1-yl)acetyl)-6-chloro-5-fluorospiro[benzo[d][1,3]oxazine-4,3'-pyrrolidin]-2(1H)-one